(5-(1-methyl-1H-pyrazol-3-yl)pyridin-3-yl)boric acid CN1N=C(C=C1)C=1C=C(C=NC1)OB(O)O